tert-butyl (S)-3-((7-bromo-2-chloro-6,8-difluoroquinazolin-4-yl)(methyl)amino)pyrrolidine-1-carboxylate BrC1=C(C=C2C(=NC(=NC2=C1F)Cl)N([C@@H]1CN(CC1)C(=O)OC(C)(C)C)C)F